4-amino-1-methylsulfonylpiperidine NC1CCN(CC1)S(=O)(=O)C